[Li].CC1=NC(=NO1)C(=O)O 5-methyl-1,2,4-oxadiazole-3-carboxylic acid lithium